(e)-4-((2,2-dimethylhydrazineylidene)methyl)isobenzofuran-1,3-dione CN(\N=C\C1=C2C(OC(C2=CC=C1)=O)=O)C